COCC1=C[C@H]2[C@H]3[C@@H](O1)OC([C@@H]2C=C3)=O (1S,4aS,5R,7aS)-3-(methoxymethyl)-1,4a,5,7a-tetrahydro-1,5-(epoxymethano)cyclopenta[c]pyran-8-one